C(C)(C)C1=CC(=NC=N1)N1C[C@@H](CCC1)C1=CN=C2N1C=CC=C2 |r| (R/S)-3-(1-(6-isopropylpyrimidin-4-yl)piperidin-3-yl)imidazo[1,2-a]pyridine